C(C1=CC=CC=C1)N(C(C1=CC=C(C=C1)C)=O)CC1=CC=CC=C1 N,N-dibenzyl-4-methylbenzamide